2-[(1-Acetyl-4-piperidyl)amino]-N-[(2R)-2-hydroxy-2-[(3S)-7-hydroxy-1,2,3,4-tetrahydro-isoquinolin-3-yl]ethyl]-6-(4-methylpiperazin-1-yl)pyridine-4-carboxamide C(C)(=O)N1CCC(CC1)NC1=NC(=CC(=C1)C(=O)NC[C@H]([C@H]1NCC2=CC(=CC=C2C1)O)O)N1CCN(CC1)C